3-(6-((2H-1,2,3-triazol-2-yl)sulfonyl)-1-oxoisoindolin-2-yl)piperidine-2,6-dione N=1N(N=CC1)S(=O)(=O)C1=CC=C2CN(C(C2=C1)=O)C1C(NC(CC1)=O)=O